2-(2-hydroxy-5-methoxyphenyl)-2-methylpropanoic acid OC1=C(C=C(C=C1)OC)C(C(=O)O)(C)C